O1COC2=C1C=CC=C2SC2=NC=CC(N2)=O (benzo[d][1,3]dioxol-4-ylthio)pyrimidin-4(3H)-one